N-(5-((6-((R)-3-(2,3-dichlorophenyl)isoxazolidine-2-yl)pyrimidine-4-yl)amino)-2-((R)-3-(dimethylamino)pyrrolidine-1-yl)-4-methoxyphenyl)acrylamide ClC1=C(C=CC=C1Cl)[C@@H]1N(OCC1)C1=CC(=NC=N1)NC=1C(=CC(=C(C1)NC(C=C)=O)N1C[C@@H](CC1)N(C)C)OC